NC1=NC2=C(C=3N1N=C(N3)C3=NC=CC=C3)C(=C(N2CCN2CCN(CCC2)C=2C(=CC3=C(C(=NO3)C)C2)F)C(=O)N)Cl 5-amino-9-chloro-7-(2-(4-(6-fluoro-3-methylbenzo[d]isoxazol-5-yl)-1,4-diazepan-1-yl)ethyl)-2-(pyridin-2-yl)-7H-pyrrolo[3,2-e][1,2,4]triazolo[1,5-c]pyrimidine-8-carboxamide